(S)-3-methoxy-1-(4-methoxybenzyl)-N-(6-(5-methyl-6,7-dihydro-5H-pyrrolo[2,1-c][1,2,4]triazol-3-yl)pyridin-2-yl)-1H-pyrazole-4-carboxamide COC1=NN(C=C1C(=O)NC1=NC(=CC=C1)C=1N2C(=NN1)CC[C@@H]2C)CC2=CC=C(C=C2)OC